N-(9-methyldecyl)propanamide CC(CCCCCCCCNC(CC)=O)C